di(n-dodecyl)hydrogen phosphate CCCCCCCCCCCCO[P+](=O)OCCCCCCCCCCCC